N-(1-cyclobutyl-6-(3-fluorooxetan-3-yl)-1H-benzo[d]imidazol-2-yl)-3,3-dimethylbutanamide C1(CCC1)N1C(=NC2=C1C=C(C=C2)C2(COC2)F)NC(CC(C)(C)C)=O